S(=O)(=O)([O-])[O-].C(C=CC1=CC=CC=C1)=O.[NH4+].[NH4+] ammonium cinnamaldehyde sulfate